bisazobiphenyl C1=CC=C(C=C1)C2=CC3=C(C4=C2N=N4)N=N3